6-(2-methoxy-7-azaspiro[3.5]nonane-7-carbonyl)-4,4-dimethyl-3,4-dihydroisoquinolin-1(2H)-one COC1CC2(C1)CCN(CC2)C(=O)C=2C=C1C(CNC(C1=CC2)=O)(C)C